4-((2-(2,2,2-Trifluoro-1-methoxyethyl)-1H-imidazol-5-yl)methyl)pyridine FC(C(OC)C=1NC(=CN1)CC1=CC=NC=C1)(F)F